CC1=C(C=C(C(=O)NC2=NC=CC(=C2)C(F)(F)F)C=C1)C#CC1=CC2=C(N(C=N2)CC(=O)NC)C=C1 4-methyl-3-((1-(2-(methylamino)-2-oxoethyl)-1H-benzo[d]imidazol-5-yl)ethynyl)-N-(4-(trifluoromethyl)pyridin-2-yl)benzamide